C1(=CCCCC1)CCC=O 3-(CYCLOHEX-1-EN-1-YL)PROPANAL